C(C)[C@H]1N(C[C@@H](N(C1)C=1C2=C(N(C(N1)=O)C)C=CC(=N2)C#N)C)C(C)C2=CC(=C(C=C2)C(F)(F)F)CN2CCOCC2 4-((2S,5R)-5-ethyl-2-methyl-4-(1-(3-(morpholinomethyl)-4-(trifluoromethyl)phenyl)ethyl)piperazin-1-yl)-1-methyl-2-oxo-1,2-dihydropyrido[3,2-d]pyrimidine-6-carbonitrile